2,2'-[(dimethylsilylene)bis(oxy)]bis-ethanethiol C[Si](OCCS)(OCCS)C